C1=CC=CC=2C3=CC=CC=C3C(C12)OC(N([C@@H]1C(N[C@H](C(N([C@H](C(NCCCCC=CC1)=O)CC1=C(C=CC(=C1)Cl)Cl)C)=O)CC(C)C)=O)C)=O (9H-fluoren-9-yl)methyl((3S,6S,9S)-3-(2,5-dichlorobenzyl)-6-isobutyl-4-methyl-2,5,8-trioxo-1,4,7-triazacyclohexadec-11-en-9-yl)carbamate